FC1=C(C=CC=C1)N1N=NC(=C1)C(C)=O 1-(1-(2-fluorophenyl)-1H-1,2,3-triazol-4-yl)ethanone